NC1=CC=C2C3=CNC([C@H](C/C=C/CCC(NC2=C1)=O)NC(\C=C\C1=C(C=CC(=C1)Cl)N1N=NN=C1)=O)=N3 (E)-N-((E)-(S)-5-Amino-9-oxo-8,17,19-triaza-tricyclo[14.2.1.02,7]nonadeca-1(18),2,4,6,12,16(19)-hexaen-15-yl)-3-(5-chloro-2-tetrazol-1-yl-phenyl)-acrylamide